(R)-2-(6-(5-chloro-2-((tetrahydro-2H-pyran-4-yl)amino)pyrimidin-4-yl)-4-oxopyrrolo[2,1-f][1,2,4]triazin-3(4H)-yl)-N-((S)-2-hydroxy-1-(3-(trifluoromethyl)phenyl)ethyl)propionamide ClC=1C(=NC(=NC1)NC1CCOCC1)C=1C=C2C(N(C=NN2C1)[C@@H](C(=O)N[C@H](CO)C1=CC(=CC=C1)C(F)(F)F)C)=O